FC1(CCN(CC1)C(=O)C=1C=C2C(=NC1)N(C(=N2)C#CCCC(C)(C)O)C2=CC=C(C#N)C=C2)F 4-(6-(4,4-difluoropiperidine-1-carbonyl)-2-(5-hydroxy-5-methylhexan-1-yn-1-yl)-3H-imidazo[4,5-B]pyridin-3-yl)benzonitrile